methyl 4-(cyclopropylamino)-3-methoxy-5-nitrobenzoate C1(CC1)NC1=C(C=C(C(=O)OC)C=C1[N+](=O)[O-])OC